3-[[tert-butyl(dimethyl)silyl]oxymethyl]-5-(difluoromethyl)-4H-isoxazol-5-ol [Si](C)(C)(C(C)(C)C)OCC1=NOC(C1)(O)C(F)F